ClC1=NC=CC(=N1)NCCCCC#CC1=C2C(N(C(C2=CC=C1)=O)C1C(NC(CC1)=O)=O)=O 4-(6-((2-chloropyrimidin-4-yl)amino)hex-1-yn-1-yl)-2-(2,6-dioxopiperidin-3-yl)isoindoline-1,3-dione